BrCCC=1C=NN(C1)C1=CC=NC2=CC(=CC=C12)OC 4-[4-(2-bromoethyl)pyrazol-1-yl]-7-methoxy-quinoline